(S)-1-(1-(pyridin-2-yl)ethyl)-4-(3-(4-(trifluoromethyl)phenyl)-1H-pyrazolo[4,3-b]pyridin-1-yl)pyridin-2(1H)-one N1=C(C=CC=C1)[C@H](C)N1C(C=C(C=C1)N1N=C(C2=NC=CC=C21)C2=CC=C(C=C2)C(F)(F)F)=O